tert-butyl 4-(4-(4-((1-(tert-butyl)-1H-1,2,3-triazole-4-carboxamido)methyl)-3-methylphenyl)pyridin-3-yl)piperazine-1-carboxylate C(C)(C)(C)N1N=NC(=C1)C(=O)NCC1=C(C=C(C=C1)C1=C(C=NC=C1)N1CCN(CC1)C(=O)OC(C)(C)C)C